CC1=CC=C(C=C1)S(=O)(=O)OCCOCCOCCOCCO 2-[2-[2-(2-hydroxyethoxy)-ethoxy]ethoxy]ethyl 4-methylbenzenesulfonate